C(C1=CC=CC=C1)C(C1=CC=CC=C1)OC1=C(C=C(C=O)C=C1)O 4-(Benzylbenzyloxy)-3-hydroxybenzaldehyde